3-[4-(trifluoromethyl)phenyl]propanal FC(C1=CC=C(C=C1)CCC=O)(F)F